C(#N)CC(C(=O)N1OCC[C@H]1C=1C=C(C#N)C=C(C1)F)(C)C (S)-3-(2-(3-cyano-2,2-dimethylpropionyl)isoxazolidin-3-yl)-5-fluorobenzonitrile